FC=1C(=NC(=CC1)N1N=NC=C1)OC1=CC=C(C=C1)C(C)(C)C1=CC=C(OC2CC(C2)NC(OC(C)(C)C)=O)C=C1 tert-butyl ((1r,3r)-3-(4-(2-(4-((3-fluoro-6-(1H-1,2,3-triazol-1-yl)pyridin-2-yl)oxy)phenyl)propan-2-yl)phenoxy)cyclobutyl)carbamate